OCC(=O)N1CC2(CC2)C[C@H]1C(=O)N[C@@H](C[C@H]1C(NCC1)=O)C(COC(F)(F)F)=O (S)-5-(2-hydroxyacetyl)-N-((S)-3-oxo-1-((S)-2-oxopyrrolidin-3-yl)-4-(trifluoromethoxy)butan-2-yl)-5-azaspiro[2.4]heptane-6-carboxamide